8-(difluoromethoxy)-5-fluoro-2-methyl-3-oxo-3,4-dihydroquinoxaline-6-carboxylic acid methyl ester COC(=O)C=1C(=C2NC(C(=NC2=C(C1)OC(F)F)C)=O)F